2-chloroethanamine, hydrochloride Cl.ClCCN